(S)-N-(2-(1-(6-ethoxy-5-methoxypyridin-2-yl)-2-(methylsulfonyl)ethyl)-1,3-dioxoisoindolin-4-yl)-2-hydroxyacetamide C(C)OC1=C(C=CC(=N1)[C@@H](CS(=O)(=O)C)N1C(C2=CC=CC(=C2C1=O)NC(CO)=O)=O)OC